methyl 6-((2-(2,6-difluoro-4-(methylcarbamoyl) phenyl)-7-methylimidazo[1,2-a]pyridin-3-yl) methyl)-1,4-oxaazepane-4-carboxylate FC1=C(C(=CC(=C1)C(NC)=O)F)C=1N=C2N(C=CC(=C2)C)C1CC1CN(CCOC1)C(=O)OC